6-methoxy-3-(6-(3-(trifluoromethoxy)phenoxy)pyridin-3-yl)-3,4-dihydroacridine-1,9(2H,10H)-dione COC=1C=C2NC=3CC(CC(C3C(C2=CC1)=O)=O)C=1C=NC(=CC1)OC1=CC(=CC=C1)OC(F)(F)F